CN1S(C2=C(C=C1C(=O)NC1=NC=CC=C1)C=CC=C2)(=O)=O 2-methyl-N-(pyridin-2-yl)-2H-benzo[e][1,2]thiazine-3-Carboxamide 1,1-dioxide